CN(C=1C=CC2=C([Si](C3=C(C=CC(=C3)N(C)C)C23OC(C2=CC=CC=C32)=O)(C)CCCI)C1)C (5s,10s)-3,7-Bis(dimethylamino)-5-(3-iodopropyl)-5-methyl-3'H,5H-spiro[dibenzo[b,e]siline-10,1'-isobenzofuran]-3'-one